ClC=1C(=C2C=NNC2=C(C1F)[C@@H](COC)C)C1=CC=2N(C=C1)N=C(C2)NC(=O)[C@H]2[C@H](C2)F (1S,2S)-N-(5-(5-chloro-6-fluoro-7-((S)-1-methoxypropan-2-yl)-1H-indazol-4-yl)pyrazolo[1,5-a]pyridin-2-yl)-2-fluorocyclopropane-1-carboxamide